ClC=1C=CC(=C(C1)C1=NN(C=C1NC(=O)C=1C=NN2C1N=CC=C2)[C@@H]2C(N(CC2)C)=O)OC(F)F |r| N-[3-[5-chloro-2-(difluoromethoxy)phenyl]-1-[rac-(3S)-1-methyl-2-oxo-pyrrolidin-3-yl]pyrazol-4-yl]pyrazolo[1,5-a]pyrimidine-3-carboxamide